C1=CC=CC=2C3=CC=CC=C3C(C12)COC(=O)NC(C(=O)O)C1CN(C1)C(=O)OC(C)(C)C 2-((((9H-fluoren-9-yl)methoxy)carbonyl)amino)-2-(1-(tert-butoxycarbonyl)azetidin-3-yl)acetic acid